CC=1N=CC(=NC1)[C@@H](C)NC(C1=CC(=CC(=C1)OC[C@H]1COCC1)C=1SC(=CN1)C(C)C)=O N-[(1R)-1-(5-methylpyrazin-2-yl)ethyl]-3-[5-(propan-2-yl)-1,3-thiazol-2-yl]-5-[(3R)-tetrahydrofuran-3-ylmethoxy]benzamide